bis{3,5-difluoro-2-[5-(trifluoromethyl)pyridin-2-yl]phenyl}iridium(1+) hexafluorophosphate F[P-](F)(F)(F)(F)F.FC=1C(=C(C=C(C1)F)[Ir+]C1=C(C(=CC(=C1)F)F)C1=NC=C(C=C1)C(F)(F)F)C1=NC=C(C=C1)C(F)(F)F